[OH-].C1(=CC=CC=C1)C1=[NH+]C(=CC(=C1)C1=CC=CC=C1)C1=CC=CC=C1 2,4,6-triphenylpyridinium hydroxide